Uranium Chloride Fluoride [F-].[Cl-].[U+2]